(9Z,27Z)-hexatriacont-9,27-dien-18-yl (2S)-2-((S)-2-Amino-5-guanidinopentanamido)-3-hydroxybutanoate N[C@H](C(=O)N[C@H](C(=O)OC(CCCCCCC\C=C/CCCCCCCC)CCCCCCCC\C=C/CCCCCCCC)C(C)O)CCCNC(=N)N